FC1=C(C=CC=C1F)NC(=O)[C@H]1[N+](=C(C[C@@H]1C1=CC(=C(C=C1)C(F)(F)F)F)C)[O-] |o1:11,15| rel-(2s,3r)-N-(2,3-difluorophenyl)-3-[3-fluoro-4-(trifluoromethyl)phenyl]-3,4-dihydro-5-methyl-2H-pyrrole-2-carboxamide 1-oxide